N2-[2-(2,3-dichlorophenyl)ethyl]-6-(1H-indazol-6-yl)-1,3,5-triazine-2,4-diamine ClC1=C(C=CC=C1Cl)CCNC1=NC(=NC(=N1)N)C1=CC=C2C=NNC2=C1